CC1=NC(=NC(=C1)N1N=CC(=C1)B1OC(C(O1)(C)C)(C)C)SC 4-methyl-2-methylthio-6-(4-(4,4,5,5-tetramethyl-1,3,2-dioxaborolan-2-yl)-1H-pyrazol-1-yl)pyrimidine